C1(=CC=C(C=C1)[P@@](OC1C2=CC=CC=C2C=2C=CC=CC12)(=O)NCC1=CC=CC=C1)C1=CC=CC=C1 9H-Fluoren-9-yl (S)-P-([1,1'-biphenyl]-4-yl)-N-benzylphosphonamidate